OC(CCC(=O)O)CCCCCCCCCCCCCCCCCC 4-Hydroxy-docosanoic acid